dimethyl[(methacryloxy)methyl]phosphonate COP(OC)(=O)COC(C(=C)C)=O